CC1=C(C=C2C=NNC2=C1)N1CC(N(CC1)S(=O)(=O)C=1C=NN(C1)CCC)C 6-methyl-5-(3-methyl-4-((1-propyl-1H-pyrazol-4-yl)sulfonyl)piperazin-1-yl)-1H-indazole